(1S,3R)-3-((((1S,2S)-2-((2-(2,6-dioxopiperidin-3-yl)-1-oxoisoindolin-5-yl)oxy)cyclohexyl)amino)methyl)-1-methylcyclobutane-1-carbonitrile O=C1NC(CC[C@H]1N1C(C2=CC=C(C=C2C1)O[C@@H]1[C@H](CCCC1)NCC1CC(C1)(C#N)C)=O)=O